[3-(3-hydroxyphenoxy)azetidin-1-yl]-5-methyl-2,2-diphenyl-hexanamide hydrochloride Cl.OC=1C=C(OC2CN(C2)C(C(C(=O)N)(C2=CC=CC=C2)C2=CC=CC=C2)CC(C)C)C=CC1